4-fluoro-N,5-dimethylpyridin-2-amine FC1=CC(=NC=C1C)NC